2-(4-(((2,4-diamino-5-chloroquinazolin-6-yl)methyl)amino)benzamido)pentanoate NC1=NC2=CC=C(C(=C2C(=N1)N)Cl)CNC1=CC=C(C(=O)NC(C(=O)[O-])CCC)C=C1